ON=CCCP(O)(=O)CCCCCCCCC (3-(hydroxyimino)propyl)(nonyl)phosphinic acid